4-(6-methylpyridin-2-yl)thiazole CC1=CC=CC(=N1)C=1N=CSC1